C(C)O[Si](CCCSSCCC[Si](OCC)(OCC)OCC)(OCC)OCC 3-(triethoxysilyl)propyldisulfid